3-Methylene-5-(2-(1-(prop-2-yn-1-yl)-1H-pyrazol-4-yl)phenyl)dihydrofuran-2(3H)-one C=C1C(OC(C1)C1=C(C=CC=C1)C=1C=NN(C1)CC#C)=O